(5R)-2-[2-(4-fluorophenyl)cyclopropane-1-carbonyl]-9,9-dimethyl-8-oxo-2-azaspiro[4.5]dec-6-ene-7-carbonitrile FC1=CC=C(C=C1)C1C(C1)C(=O)N1C[C@]2(CC1)C=C(C(C(C2)(C)C)=O)C#N